B(O)(O)CCC=1C(=C(C(=O)O)C(=CC1)OC1CN(C1)S(=O)(=O)C=1C=NC=CC1)O 3-(2-Boronoethyl)-2-hydroxy-6-{[1-(pyridine-3-sulfonyl)azetidin-3-yl]oxy}benzoic acid